S1C(=NC2=C1C=CC=C2)C2=CC=C(C=C2)NC2=CC=C(C=C2)C=2SC1=C(N2)C=CC=C1 bis(4-(benzo[d]thiazol-2-yl)phenyl)amine